arachidyl butyrate C(CCC)(=O)OCCCCCCCCCCCCCCCCCCCC